(+/-)-(3S,4S)-1-azabicyclo[2.2.1]heptan-3-yl 2-(3-(prop-1-en-2-yl)phenyl)propan-2-ylcarbamate C=C(C)C=1C=C(C=CC1)C(C)(C)NC(O[C@@H]1CN2CC[C@H]1C2)=O |r|